C(#N)C1=NN(C=C1)C1=CC=C(C(=C1CNC(=O)C=1C(=NN(C1)CC1=CC=C2CCN(CC2=C1)C)COC)F)OC N-{[6-(3-cyanopyrazol-1-yl)-2-fluoro-3-methoxyphenyl]methyl}-3-(methoxymethyl)-1-[(2-methyl-3,4-dihydro-1H-isoquinolin-7-yl)methyl]pyrazole-4-carboxamide